tert-butyl (R)-(2-((2-((4-(1H-pyrazol-4-yl)phenyl)amino)-1-(3-methoxyphenyl)-2-oxoethyl)(tert-butoxycarbonyl)amino)ethyl)-(methyl)carbamate N1N=CC(=C1)C1=CC=C(C=C1)NC([C@@H](C1=CC(=CC=C1)OC)N(CCN(C(OC(C)(C)C)=O)C)C(=O)OC(C)(C)C)=O